ClC=1C=CC(=C2C=CNC12)C1N(N(C2=C1C=NCC2)C2=CC=CC=C2)C2=C(C=CC=C2CC)CC 3-(7-chloro-1H-indol-4-yl)-2-(2,6-diethylphenyl)-N-phenyl-6,7-dihydro-2H-pyrazolo[4,3-c]pyridine